S1C=NC=C1C1=NC(=CC(=N1)C(=O)O)C1=CN=CS1 2,6-di(thiazol-5-yl)pyrimidine-4-carboxylic acid